Ethyl (E)-3-((4-(((Tert-Butyldiphenylsilyl)Oxy)Methyl)Cyclohexyl)Oxy)Acrylate [Si](C1=CC=CC=C1)(C1=CC=CC=C1)(C(C)(C)C)OCC1CCC(CC1)O/C=C/C(=O)OCC